FC(C1=C(C=C(C=N1)C1C2=C(N(CC3(CC3)N1C)C)C(=CC=C2)F)C)F 5-(6-(difluoromethyl)-5-methylpyridin-3-yl)-9-fluoro-1,4-dimethyl-1,2,4,5-tetrahydrospiro[benzo[e][1,4]diazepine-3,1'-cyclopropane]